6-Bromo-1-(2,2-difluoroethyl)-1H-benzo[d][1,2,3]triazole BrC=1C=CC2=C(N(N=N2)CC(F)F)C1